C(CCCCCCC)OC(=O)C1=CC=NC=C1.O(N)CCC1=C(C=C(C(=C1)C)I)I 1-[2-(aminoxy)ethyl]-2,4-diiodo-5-methyl-benzene n-octyl-4-pyridinecarboxylate